8-(6-(difluoromethyl)-2,3-difluorophenyl)-9-(4-((1-(3-fluoropropyl)azetidin-3-yl)methyl)phenyl)-6,7-dihydro-5H-benzo[7]annulene FC(C1=CC=C(C(=C1C=1CCCC2=C(C1C1=CC=C(C=C1)CC1CN(C1)CCCF)C=CC=C2)F)F)F